4-[2-[4-[1-(4-tert-butylphenyl)-5-methyl-pyrazol-3-yl]-1-piperidyl]ethyl]morpholine C(C)(C)(C)C1=CC=C(C=C1)N1N=C(C=C1C)C1CCN(CC1)CCN1CCOCC1